4-(6-amino-5-(trifluoromethyl)pyridin-3-yl)-1-(3-fluorobicyclo[1.1.1]pentan-1-yl)-1H-imidazole-2-carbaldehyde NC1=C(C=C(C=N1)C=1N=C(N(C1)C12CC(C1)(C2)F)C=O)C(F)(F)F